cresyl-2,6-xylenyl phosphate P(=O)(OC1=C(C(=CC=C1C)C1=CC=C(C=C1)C)C)([O-])[O-]